8-cyclopentyl-7-oxo-7,8-dihydropyrido[2,3-d]pyrimidin C1(CCCC1)N1C(C=CC2=C1N=CN=C2)=O